ClC1=C(C(=C(C(=O)OC)C=C1)C)[N+](=O)[O-] methyl 4-chloro-2-methyl-3-nitrobenzoate